((3R,5R)-3-Amino-5-fluoropiperidin-1-yl)(2-(1-(cyclopropylmethyl)-6-(4-hydroxypiperidin-1-yl)-1H-pyrrolo[2,3-b]pyridin-2-yl)-3-methylpyrazolo[1,5-a]pyridin-6-yl)methanone N[C@H]1CN(C[C@@H](C1)F)C(=O)C=1C=CC=2N(C1)N=C(C2C)C2=CC=1C(=NC(=CC1)N1CCC(CC1)O)N2CC2CC2